2-methoxy-9,9-dimethyl-9H-fluorene COC1=CC=2C(C3=CC=CC=C3C2C=C1)(C)C